2,5-dichloro-2,5-dimethylheptane ClC(C)(CCC(CC)(C)Cl)C